4-[((phenoxycarbonyl)amino)]Thiophene-2,3-dicarboxylic acid methyl ester COC(=O)C=1SC=C(C1C(=O)O)NC(=O)OC1=CC=CC=C1